COC(C1=C(N=CC(=C1)Br)N)=O.CC(C)(CCCCCCCC)C 2,2-dimethyl-decane Methyl-2-amino-5-bromonicotinate